FC(C1=CC=C(C=C1)C=1OC=NN1)(F)F (4-trifluoromethylphenyl)-1,3,4-oxadiazole